The molecule is a haloacetate(1-) resulting from the deprotonation of the carboxy group of fluoroacetic acid. It derives from an acetate. It is a conjugate base of a fluoroacetic acid. C(C(=O)[O-])F